C(#N)C(CC=1C=NC(=CC1F)C=1C=CC2=C(N(C(O2)=O)C)C1)NC(=O)[C@H]1OCCCNC1 (2S)-N-(1-cyano-2-(4-fluoro-6-(3-methyl-2-oxo-2,3-dihydrobenzo[d]oxazol-5-yl)pyridin-3-yl)ethyl)-1,4-oxazepane-2-carboxamide